[Al].[Si].[Fe] Iron-Silicon-Aluminum